NC1=C(C(NC2=CC(=CN=C12)Br)=O)CC 4-amino-7-bromo-3-ethyl-1,5-naphthyridin-2(1H)-one